N1(CCOCC1)C(=O)C=1C=CC(=C(C1)C1=C(OC(=C1)C=1C=NNC1)C(=O)N)N1CCCCC1 (5-(morpholine-4-carbonyl)-2-(piperidin-1-yl)phenyl)-5-(1H-pyrazol-4-yl)furan-2-carboxamide